(2S,4S)-4-(tert-Butoxycarbonylamino)pyrrolidine-2-carboxylic acid methyl ester COC(=O)[C@H]1NC[C@H](C1)NC(=O)OC(C)(C)C